C(CC)(=O)C=1C=C2C=CC(=CC2=CC1)C(=O)[O-] 6-propionyl-2-naphthoate